1-(2-hydroxy-2-methylpropoxy)-4-octadecyloxy-2,2,6,6-tetramethyl-Methylpiperidine OC(CON1C(C(C(CC1(C)C)OCCCCCCCCCCCCCCCCCC)C)(C)C)(C)C